C1=CC=CC=2C3=CC=CC=C3C(C12)COC(=O)NC[C@@H](C)N([C@@H](C)C(=O)O)CC1CCCC1 N-((R)-1-((((9H-fluoren-9-yl)methoxy)carbonyl)amino)propan-2-yl)-N-(cyclopentylmethyl)-L-alanine